2,5-dimethoxystilbene silicon-boron [B].[Si].COC1=C(C=C(C=C1)OC)C=CC1=CC=CC=C1